Cl.ClC=1C(=NC=CC1OC)N 3-chloro-4-methoxy-pyridin-2-amine hydrochloride